1-(2-methylphenyl)-3-buten-1-ol CC1=C(C=CC=C1)C(CC=C)O